ClC=1C=C(C=CC1F)C(OCC1=NC(=CC=C1)C(F)(F)F)C=1NC(=C(N1)S(=O)(=O)C)C 2-(((3-chloro-4-fluorophenyl)(5-methyl-4-(methylsulfonyl)-1H-imidazol-2-yl)methoxy)methyl)-6-(trifluoromethyl)pyridine